1,3-Diisopropylbenzimidazolium tetrafluoroborate F[B-](F)(F)F.C(C)(C)[N+]1=CN(C2=C1C=CC=C2)C(C)C